3-((4-(2-butyl-1-(4-(4-chlorophenoxy)phenyl)-1H-imidazol-4-yl)piperidin-1-yl)methyl)-1H-indole-5-carbonitrile C(CCC)C=1N(C=C(N1)C1CCN(CC1)CC1=CNC2=CC=C(C=C12)C#N)C1=CC=C(C=C1)OC1=CC=C(C=C1)Cl